(S)-tert-Butyl 3-((4-(3-((5-amino-2-methylnaphthalen-1-yl)oxy)pyridazin-4-yl)pyrimidin-2-yl)amino)piperidine-1-carboxylate NC1=C2C=CC(=C(C2=CC=C1)OC=1N=NC=CC1C1=NC(=NC=C1)N[C@@H]1CN(CCC1)C(=O)OC(C)(C)C)C